BrC=1C=C2CCC(C2=CC1)N1CCN(CC1)CC1OC(OC1)(C)C 1-(5-bromo-2,3-dihydro-1H-inden-1-yl)-4-[(2,2-dimethyl-1,3-dioxolan-4-yl)methyl]piperazine